CC1=C(C=NN1C1OCCCC1)C1=NC2=CC=C(C=C2N=C1)O (5-methyl-1-tetrahydropyran-2-yl-pyrazol-4-yl)quinoxalin-6-ol